5-(5-(6-ethoxy-1H-pyrazolo[3',4':3,4]pyrazolo[1,5-a]pyridin-4-yl)pyridin-2-yl)-2,6-diazaspiro[3.4]octane-6-carboxylate C(C)OC=1C=C(C=2N(C1)N=C1C2C=NN1)C=1C=CC(=NC1)C1C2(CNC2)CCN1C(=O)[O-]